1-(4-(aminomethyl)-1-oxo-1,2-dihydro-phthalazin-6-yl)-N-(5,6,7,8-tetrahydroquinolin-8-yl)-N-((5-(trifluoromethyl)pyridin-2-yl)methyl)cyclopropane-1-carboxamide NCC1=NNC(C2=CC=C(C=C12)C1(CC1)C(=O)N(CC1=NC=C(C=C1)C(F)(F)F)C1CCCC=2C=CC=NC12)=O